S1C=CC2=C1C=CC(=C2)C(CC)=O 1-(benzothiophene-5-yl)propan-1-one